nitrosopentacyanoiron (III) sodium [Na+].N(=O)[Fe-3](C#N)(C#N)(C#N)(C#N)C#N.[Na+].[Na+]